C(C)(=O)C1=NN(C2=CC=C(C=C12)C=1C=NC(=NC1)C)CC(=O)N1[C@@H](C[C@H](C1)F)C(=O)NC1CN(C(C1)=O)CCN(C)CCOC (2S,4R)-1-(2-(3-acetyl-5-(2-methylpyrimidin-5-yl)-1H-indazol-1-yl)acetyl)-4-fluoro-N-(1-(2-((2-methoxyethyl)(methyl)amino)ethyl)-5-oxopyrrolidin-3-yl)pyrrolidine-2-carboxamide